2-chloro-5-methyl-7H-pyrrolo[2,3-d]pyrimidine ClC=1N=CC2=C(N1)NC=C2C